(R)-3-(4-bromophenoxy)-1-(oxetan-3-ylmethyl)pyrrolidin-2-one BrC1=CC=C(O[C@H]2C(N(CC2)CC2COC2)=O)C=C1